ClC1=C(C(=O)NC(NC2=C(C=CC=C2C(C)C)C#N)=O)C=C(C(=N1)Cl)Cl 2,5,6-trichloro-N-((2-cyano-6-isopropylphenyl)carbamoyl)nicotinamide